ClC1=C(C=C(C=C1)C(CC(C(F)(F)F)(C)O)=O)C 1-(4-chloro-3-methylphenyl)-4,4,4-trifluoro-3-hydroxy-3-methyl-1-butanone